Benzhydryl (3R,5R,6R)-3-(5-(azidomethyl)-2-oxooxazolidin-3-yl)-7-oxo-6-(2-phenylacetamido)-4-thia-1-azabicyclo[3.2.0]heptane-3-carboxylate N(=[N+]=[N-])CC1CN(C(O1)=O)[C@@]1(CN2C([C@H]([C@H]2S1)NC(CC1=CC=CC=C1)=O)=O)C(=O)OC(C1=CC=CC=C1)C1=CC=CC=C1